C(C)[O-].C(C)[O-].[Mg+2] magnesium diethanolate